[Ru](=O)(=O)(=O)[O-] perruthenat